5-Butylsulfanyl-3-[(2-chlorophenyl)methyl]-7-(3,3-difluoropyrrolidin-1-yl)triazolo[4,5-d]pyrimidine C(CCC)SC=1N=C(C2=C(N1)N(N=N2)CC2=C(C=CC=C2)Cl)N2CC(CC2)(F)F